CN1N=C(C=C1CN1CCN(CC1)C1=C(C#N)C=CC(=C1)CC(C)C)C 2-(4-((1,3-dimethyl-1H-pyrazol-5-yl)methyl)piperazin-1-yl)-4-isobutylbenzonitrile